6-[(2S)-2-aminopropyl]-7-(prop-1-yn-1-yl)-N-[(thiophen-2-yl)methyl]thieno[3,2-c]pyridazin-4-amine N[C@H](CC1=C(C=2N=NC=C(C2S1)NCC=1SC=CC1)C#CC)C